C1(=CC(=CC=C1)C(=O)Cl)C(=O)Cl m-phenyleneDiformyl chloride